FC1=C(OC=2C=C(C=CC2)[C@H](CC(=O)OCC)N[S@](=O)C(C)(C)C)C=CC(=C1)F ethyl (S)-3-(3-(2,4-difluorophenoxy)phenyl)-3-((R)-1,1-dimethylethylsulfinamido)propanoate